8-(ethylamino)-7-((4'-isopropyl-[1,1'-biphenyl]-3-yl)methyl)-1,3-dimethyl-3,7-dihydro-1H-purine-2,6-dione C(C)NC1=NC=2N(C(N(C(C2N1CC=1C=C(C=CC1)C1=CC=C(C=C1)C(C)C)=O)C)=O)C